(2-acetyl-4-cyano-5-(trifluoromethyl)phenyl)-2-chloro-5-cyanobenzamide C(C)(=O)C1=C(C=C(C(=C1)C#N)C(F)(F)F)C=1C(=C(C(=O)N)C=C(C1)C#N)Cl